(S)-2-fluoro-3-((1R,3R)-1-(2-fluoro-4-((1-(3-fluoropropyl)azetidin-3-yl)amino)phenyl)-3-methyl-1,3,4,9-tetrahydro-2H-pyrido[3,4-b]indol-2-yl)-2-methylpropan-1-ol F[C@](CO)(CN1[C@@H](C=2NC3=CC=CC=C3C2C[C@H]1C)C1=C(C=C(C=C1)NC1CN(C1)CCCF)F)C